CN(C1=CC=C(C=C1)C1=CC(=C(C(=C1)[N+](=O)[O-])O)C=O)C 4'-(dimethylamino)-4-hydroxy-5-nitro-[1,1'-biphenyl]-3-carbaldehyde